CCCCCCCCCC1SSC=C1 9-nonyldithiol